CC(C)NC[C@H](COC1=CC=C(C=C1)COCCOC(C)C)O |r| (±)-1-(propan-2-ylamino)-3-[4-(2-propan-2-yloxyethoxymethyl)phenoxy]propan-2-ol